CC1OC2=C(N(C([C@H]1N)=O)C)C=CC=C2 methyl-(3S)-3-amino-5-methyl-2,3-dihydro-1,5-benzoxazepine-4-one